ClC=1C=C(CN2CCN(C3=CC=CC=C23)C(CCN2CCCCC2)=O)C=CC1 1-(4-(3-Chlorobenzyl)-3,4-dihydroquinoxalin-1(2H)-yl)-3-(piperidin-1-yl)propan-1-one